13-acetoxy-3-hydroxy-8,10,12,14-tetramethylhexadeca-6,8-dienoic acid C(C)(=O)OC(C(CC(C=C(C=CCCC(CC(=O)O)O)C)C)C)C(CC)C